CC=1C(N(C=C(N1)C)[C@H]1CNCCC1)=O (R)-3,5-dimethyl-1-(piperidin-3-yl)pyrazin-2(1H)-one